OC1=C(C=CC(=C1)C(F)(F)F)C1=C2C(=C(N=N1)N[C@H]1C(N(CC1)C)=O)C=NC=C2 (3R)-3-[[1-[2-hydroxy-4-(trifluoromethyl)phenyl]pyrido[3,4-d]pyridazin-4-yl]amino]-1-methyl-pyrrolidin-2-one